C(C(=C)C)(=O)OCCC[Si](OCC)(OCC)C 3-(methacryloyloxy)propyl-methyldiethoxysilane